Tert-butyl 1'-(8-chloro-1-oxo-1,2-dihydroisoquinolin-6-yl)-4,4'-bipiperidine-1-carboxylate ClC=1C=C(C=C2C=CNC(C12)=O)N1CCC(CC1)C1CCN(CC1)C(=O)OC(C)(C)C